tert-butyl 4-(4-aminophenyl)-piperidine-1-carboxylate NC1=CC=C(C=C1)C1CCN(CC1)C(=O)OC(C)(C)C